2-[[(1R)-1-[2-(3-Fluorophenyl)-3,6-dimethyl-4-oxo-chromen-8-yl]ethyl]amino]benzoic acid FC=1C=C(C=CC1)C=1OC2=C(C=C(C=C2C(C1C)=O)C)[C@@H](C)NC1=C(C(=O)O)C=CC=C1